(E)-3-((3-((E)-4-((4-methylpiperazin-1-yl)methyl)styryl)-1H-indazol-6-yl)methylene)-4-phenylpyrrolidin-2-one CN1CCN(CC1)CC1=CC=C(/C=C/C2=NNC3=CC(=CC=C23)\C=C/2\C(NCC2C2=CC=CC=C2)=O)C=C1